tert-butyl (2R,4R)-2-(5-(3-cyclopropyl-1-((R)-1,1-dimethylethylsulphonamido)-1-(pyridin-4-yl) propyl)-2-fluorophenylcarbamoyl)-4-propoxypyrrolidine-1-carboxylate C1(CC1)CCC(C1=CC=NC=C1)(NS(=O)(=O)C(C)(C)C)C=1C=CC(=C(C1)NC(=O)[C@@H]1N(C[C@@H](C1)OCCC)C(=O)OC(C)(C)C)F